1-(2-Hydroxyethyl)-2-imidazolidinone OCCN1C(NCC1)=O